C(C)OC(CCCCCCC(CC)OCC1=CC=CC=C1)OCC 10,10-diethoxy-3-benzyloxydecane